(S)-4-hydroxy-1-(4-(2,2,2-trifluoro-1-((4-(4-morpholino-1H-pyrrolo[3,2-c]pyridin-2-yl)phenyl)amino)ethyl)piperidin-1-yl)but-2-yn-1-one OCC#CC(=O)N1CCC(CC1)[C@@H](C(F)(F)F)NC1=CC=C(C=C1)C1=CC=2C(=NC=CC2N1)N1CCOCC1